(14-amino-3,6,9,12-tetraoxatetradecyl) carbamate C(N)(OCCOCCOCCOCCOCCN)=O